NCC1=NNC(C2=C(C=C(C=C12)C1=C(N(N=C1)C)C1=C(C#N)C(=CC(=C1F)Cl)OC1CC1)Cl)=O (P)-2-[4-[4-(aminomethyl)-8-chloro-1-oxo-2H-phthalazin-6-yl]-2-methyl-pyrazol-3-yl]-4-chloro-6-(cyclopropoxy)-3-fluoro-benzonitrile